C(C)OC(=O)C=1SC=CN1 thiazole-2-carboxylic acid ethyl ester